OC=1C=C(CNCC=C)C=CC1 N-(3-hydroxybenzyl)prop-2-en-1-amine